4-chloro-5-((3S,4S)-3-fluoro-4-((6-fluoro-4-(1,3,5-trimethyl-1H-pyrazol-4-yl)pyridin-2-yl)oxy)pyrrolidin-1-yl)-2-(2-hydroxyethyl)pyridazin-3(2H)-one ClC=1C(N(N=CC1N1C[C@@H]([C@H](C1)OC1=NC(=CC(=C1)C=1C(=NN(C1C)C)C)F)F)CCO)=O